C1(CCCCC1)CCN1C(C[C@@]23[C@@](CC1)([C@@H](CC1=CC=C(C=C12)OC)N(CC3)CC3CC3)O)=O (5aS,6R,11bR)-3-(2-cyclohexylethyl)-14-(cyclopropylmethyl)-5a-hydroxy-10-methoxy-3,4,5,5a,6,7-hexahydro-6,11b-(epiminoethano)naphtho[1,2-d]azepin-2(1H)-one